OCC1=CC=C(C=C1)NC([C@H](C)NC([C@H](C(C)C)NC(OCC1C2=CC=CC=C2C=2C=CC=CC12)=O)=O)=O (9H-fluoren-9-yl)methyl ((S)-1-(((S)-1-((4-(hydroxymethyl) phenyl)amino)-1-oxopropan-2-yl)amino)-3-methyl-1-oxobutan-2-yl)carbamate